ClC1=CC=C(C=C1)C1=C(CCC(C1)(C)C)C(=O)N1[C@@H]2CN([C@H](C1)C2)CC=2C=C1CN(C(C1=CC2)=O)C2C(NC(CC2)=O)=O 3-(5-(((1S,4S)-5-(4'-chloro-5,5-dimethyl-3,4,5,6-tetrahydro-[1,1'-biphenyl]-2-carbonyl)-2,5-diazabicyclo[2.2.1]heptan-2-yl)methyl)-1-oxoisoindolin-2-yl)piperidine-2,6-dione